3-Amino-7-butyl-5-((5S,7s,10S)-2,4-dioxo-1,3-diazadispiro[4.1.57.15]tridecan-10-yl)isothiazolo[3,4-d]pyrimidine-4,6(5H,7H)-dione NC=1SN=C2N(C(N(C(C21)=O)C2CCC1(CC3(C(NC(N3)=O)=O)C1)CC2)=O)CCCC